C(C1=CC=CC=C1)O[C@@H]1[C@H](N(C[C@@H]([C@H]1OCC1=CC=CC=C1)OCC1=CC=CC=C1)CCC1=CC(=CC=C1)C(F)(F)F)COCC1=CC=CC=C1 (2R,3R,4R,5S)-3,4,5-tris(benzyloxy)-2-((benzyloxy)methyl)-1-(3-(trifluoromethyl)phenethyl)piperidine